C(C)(=O)O[C@@H]1[C@@H](O[C@@H]([C@H]([C@@H]1OC(C)=O)NC(C)=O)OCCCCC(=O)N[C@H]1[C@@H]([C@@H]([C@H](C1)CO)O)OC)COC(C)=O (2S,3S,4S,5S,6S)-5-acetamido-2-(acetoxymethyl)-6-((5-(((1R,2S,3R,4R)-3-hydroxy-4-(hydroxymethyl)-2-methoxycyclopentyl)amino)-5-oxopentyl)oxy)tetrahydro-2H-pyran-3,4-diyl diacetate